1-(4-hydroxy-3-methoxyphenyl)-decan-3-one OC1=C(C=C(C=C1)CCC(CCCCCCC)=O)OC